FC1=CC=C(C=C1)C1=NN2C(COCC2)=C1C1=C2C(=NC=C1)NC=C2 2-(4-Fluorophenyl)-3-(1H-pyrrolo[2,3-b]pyridin-4-yl)-6,7-dihydro-4H-pyrazolo[5,1-c][1,4]oxazine